CN(C)CC1=C(C=CC=C1)O (2-[(dimethylamino)methyl])phenol